tert-butyl (3-methylazetidin-3-yl)carbamate hydrochloride Cl.CC1(CNC1)NC(OC(C)(C)C)=O